2-(3-(difluoromethoxy)azetidin-1-yl)pyridin FC(OC1CN(C1)C1=NC=CC=C1)F